O=C1N(C2=CC=CC=C2C(N1CCC1=CC(=CC=C1)C(F)(F)F)=O)CC1=CC=C(C(=O)N)C=C1 4-((2,4-dioxo-3-(3-(trifluoromethyl)phenethyl)-3,4-dihydroquinazolin-1(2H)-yl)methyl)benzamide